(3R)-N-(2-((tert-butyldimethylsilyl)oxy)ethyl)-N-methyl-4-(phenylsulfanyl)-3-((4-aminosulfonyl-2-((trifluoromethyl)sulfonyl)phenyl)amino)pentanamide [Si](C)(C)(C(C)(C)C)OCCN(C(C[C@H](C(C)SC1=CC=CC=C1)NC1=C(C=C(C=C1)S(=O)(=O)N)S(=O)(=O)C(F)(F)F)=O)C